BrC=1C(=NC(=NC1)NC1=C(C=C(C=C1)N1CCN(CC1)C)C1CC1)NCCCN1CCOCCC1=O 4-(3-((5-bromo-2-((2-cyclopropyl-4-(4-methylpiperazin-1-yl)phenyl)amino)pyrimidin-4-yl)amino)propyl)-1,4-oxazepan-5-one